FC(S(=O)(=O)[O-])(F)F.COC(CC)C=1NC=C[N+]1C 1-methoxypropyl-3-methyl-imidazolium trifluoromethanesulfonate